4-[5-fluoro-4-(1-methyl-1H-pyrazol-5-yl)imidazo[1,5-b]pyridazin-2-yl]-3-methylmorpholine FC=1N=CN2N=C(C=C(C21)C2=CC=NN2C)N2C(COCC2)C